2-Amino-6-((1R,2S)-2-hydroxycycloheptyl)-4-methoxy-6,7-dihydro-5H-pyrrolo[3,4-d]pyrimidin-5-one NC=1N=C(C2=C(N1)CN(C2=O)[C@H]2[C@H](CCCCC2)O)OC